CC(C)(C1=CC=CC=C1)C1=CC=C(C=C1)OC(OC1=CC=C(C=C1)C(C)(C1=CC=CC=C1)C)=O Di-[4-(1-methyl-1-phenylethyl)-phenyl]-carbonat